5-acetyl-6-amino-2(1H)-pyrimidinone C(C)(=O)C=1C=NC(NC1N)=O